cyclohexane-3-ene-1-carboxylic acid methyl ester COC(=O)C1CC=CCC1